Cl.NC1CCOC2=C(C=CC=C12)C#N 4-aminochromane-8-carbonitrile hydrochloride